BrCCOC(C)C 2-(2-bromoethoxy)propane